tert-butyl (2R)-6-(benzyloxy)-2-{[(tert-butoxycarbonyl)(3,3-dimethylbutyl)amino]methyl}-5-[(2-tert-butoxy-2-oxoethyl)amino]-4-fluoro-2,3-dihydro-1H-indole-1-carboxylate C(C1=CC=CC=C1)OC1=C(C(=C2C[C@@H](N(C2=C1)C(=O)OC(C)(C)C)CN(CCC(C)(C)C)C(=O)OC(C)(C)C)F)NCC(=O)OC(C)(C)C